3,6-bis(3-thienyl)imidazo[1,2-a]pyrazine S1C=C(C=C1)C1=CN=C2N1C=C(N=C2)C2=CSC=C2